Tert-butyl 6-(3-(8-benzyl-5,8-diazaspiro[3.5]nonan-5-yl)-4-(2-chloro-5-(methoxymethoxy)-3,6-dimethylphenyl)-5-methyl-1H-pyrazol-1-yl)-2-azaspiro[3.3]heptane-2-carboxylate C(C1=CC=CC=C1)N1CCN(C2(CCC2)C1)C1=NN(C(=C1C1=C(C(=CC(=C1C)OCOC)C)Cl)C)C1CC2(CN(C2)C(=O)OC(C)(C)C)C1